3-iodo-4-methoxy-5-methyl-5-(trifluoromethyl)-4,5-dihydrofuran-2-carboxylate IC1=C(OC(C1OC)(C(F)(F)F)C)C(=O)[O-]